FC=1C=CC=2N(C1)C=C(N2)CNN2C(CCCC2)=O 1-(((6-fluoroimidazo[1,2-a]pyridin-2-yl)methyl)amino)piperidin-2-one